C(C)(=O)N(C1=C(C=C(C=C1)C1=CC=C(C=N1)C(=O)NCCCC1=CC=NN1)C#N)CC1CC1 6-[4-[acetyl(cyclopropylmethyl)amino]-3-cyano-phenyl]-N-[3-(1H-pyrazol-5-yl)propyl]pyridine-3-carboxamide